2-(2-methyl-3-phenylbenzylamino)-4-(1-piperazinyl)-6-(trifluoromethyl)pyrimidine CC1=C(CNC2=NC(=CC(=N2)N2CCNCC2)C(F)(F)F)C=CC=C1C1=CC=CC=C1